3,5-dichloro-N,4-dimethoxy-N-methylbenzamide ClC=1C=C(C(=O)N(C)OC)C=C(C1OC)Cl